NC(C(=O)OC)CC1=C(C=CC=C1)Br 1-Methyl 2-amino-3-(2-bromophenyl)propanoate